CN(CCN1N=C(C2=CC(=CC=C12)B1OC(C(O1)(C)C)(C)C)C=1CCN(CC1)C(=O)OC(C)(C)C)C tert-Butyl 4-(1-(2-(dimethylamino)ethyl)-5-(4,4,5,5-tetramethyl-1,3,2-dioxaborolan-2-yl)-1H-indazol-3-yl)-3,6-dihydropyridine-1(2H)-carboxylate